tert-butyl (4-(((1R,2R)-2-((tert-butoxycarbonyl)amino)cyclopentyl)amino)butyl)(2-chloro-4-(N-(2,4-dimethoxybenzyl)-N-(1,2,4-thiadiazol-5-yl)sulfamoyl)-5-fluorophenyl)carbamate C(C)(C)(C)OC(=O)N[C@H]1[C@@H](CCC1)NCCCCN(C(OC(C)(C)C)=O)C1=C(C=C(C(=C1)F)S(N(C1=NC=NS1)CC1=C(C=C(C=C1)OC)OC)(=O)=O)Cl